(((6-chloropyridin-2-yl)(methyl)amino)methyl)cyclopropane-1-carboxylic acid methyl ester COC(=O)C1(CC1)CN(C)C1=NC(=CC=C1)Cl